(1S,3S)-N1-(6-(Difluoromethoxy)benzo[d]oxazol-2-yl)cyclopentane-1,3-diamine tert-Butyl-((1S,3S)-3-((6-(difluoromethoxy)benzo[d]oxazol-2-yl)amino)cyclopentyl)carbamate C(C)(C)(C)N(C(O)=O)[C@@H]1C[C@H](CC1)NC=1OC2=C(N1)C=CC(=C2)OC(F)F.FC(OC2=CC1=C(N=C(O1)N[C@@H]1C[C@H](CC1)N)C=C2)F